4-(2-(3-fluoro-6-methylpyridin-2-yl)-6,7-dihydro-8H-pyrimido[5,4-b][1,4]oxazin-8-yl)nicotinonitrile FC=1C(=NC(=CC1)C)C=1N=CC=2OCCN(C2N1)C1=CC=NC=C1C#N